1-((3S)-4-(5-chloro-6-(5-methyl-1H-indazol-4-yl)[1,2]thiazolo[3,4-b]pyridin-3-yl)-3-methyl-1-piperazinyl)-2-propen-1-one ClC1=CC=2C(N=C1C1=C3C=NNC3=CC=C1C)=NSC2N2[C@H](CN(CC2)C(C=C)=O)C